2-Methylpiperidinosilan CC1N(CCCC1)[SiH3]